ClC1=C(C=C(C(=C1)Cl)C(Cl)(Cl)Cl)F 2,4-dichloro-5-trichloromethyl-fluorobenzene